methyl 1,4-oxaazepane-5-carboxylate O1CCNC(CC1)C(=O)OC